CN1CC(OCC1)CNC=1N=NC(=C2C1C=NC=C2)C2=C(C=C(C=C2)C(F)(F)F)O (4-(((4-methylmorpholin-2-yl)methyl)amino)pyrido[3,4-d]pyridazin-1-yl)-5-(trifluoromethyl)phenol